(ethylamino)methyl-pyridine-2,4(1H,3H)-dione C(C)NCN1C(CC(C=C1)=O)=O